C(#C)C=1C=C(C=CC1)CNC(=O)NC12CC(C1)(C2)C(F)(F)F 1-[(3-ethynylphenyl)methyl]-3-[3-(trifluoromethyl)-1-bicyclo[1.1.1]pentanyl]urea